C12C(C3CCC(CC31)C2)=CC(=O)OC(C)(C)C tert-butyl 2-(tricyclo[4.2.1.03,8]nonan-2-ylidene)acetate